ClC=1N=C(C=2CCCCC2C1)C#N 3-chloro-5,6,7,8-tetrahydroisoquinoline-1-carbonitrile